C(C)(C)(C)OC(=O)N1CCN(CC1)C(CN1C=NC(=C1C1=CC=NC=C1)Br)=O.NCCC[SiH2]C(OCC)OCC 3-aminopropyl-(diethoxy)methyl-silane tert-butyl-4-{2-[4-bromo-5-(pyridin-4-yl)-1H-imidazol-1-yl]acetyl}piperazine-1-carboxylate